[2H]C([2H])([2H])C1=CN(C(=O)NC1=O)[C@H]2C[C@@H]([C@H](O2)CO)O Thymidine-d3